COC=1C=C(C=CC1OC1=CC=CC=C1)N1C(N(C(NC1=O)=O)C1=CC(=CC=C1)OC)=O 1-(3-methoxy-4-phenoxyphenyl)-3-(3-methoxyphenyl)-1,3,5-triazinane-2,4,6-trione